Cl.COC=1C=C2C(NN=C(C2=CC1OC)C1=C(C=C(CS(=O)(=O)N)C=C1)C(F)(F)F)=O (4-(6,7-dimethoxy-4-oxo-3,4-dihydro-phthalazin-1-yl)-3-(trifluoromethyl)benzyl)sulfonamide hydrochloride